6,6'-bis(4-amino-3-hydroxyphenoxy)-3,3,3',3'-tetramethyl-1,1'-spirobiindane NC1=C(C=C(OC2=CC=C3C(CC4(C3=C2)CC(C2=CC=C(C=C24)OC2=CC(=C(C=C2)N)O)(C)C)(C)C)C=C1)O